FC1(CN(CC1)C=1C=C(C=C(C1)[C@H]1CNCC1)NC1=NC=C(C(=N1)N1OCC[C@H]1C1=CC=CC=C1)C(F)(F)F)F N-(3-(3,3-difluoropyrrolidin-1-yl)-5-((S)-pyrrolidin-3-yl)phenyl)-4-((S)-3-phenylisooxazolidin-2-yl)-5-(trifluoromethyl)pyrimidin-2-amine